[4-methyl-5-oxo-5-[4-(4-quinoxalin-2-ylpyrazol-1-yl)-1-piperidyl] pentyl] 4-methylbenzenesulfonate CC1=CC=C(C=C1)S(=O)(=O)OCCCC(C(N1CCC(CC1)N1N=CC(=C1)C1=NC2=CC=CC=C2N=C1)=O)C